2,4-dimethyl-3,5,6-trifluorobenzyl alcohol CC1=C(CO)C(=C(C(=C1F)C)F)F